5-(2-(3-methoxy-5-(4-methylpiperazine-1-carbonyl)phenylamino)-5-methylpyrimidin-4-ylamino)benzo[d]oxazol-2(3H)-one COC=1C=C(C=C(C1)C(=O)N1CCN(CC1)C)NC1=NC=C(C(=N1)NC=1C=CC2=C(NC(O2)=O)C1)C